ClC=1C(=NC(=NC1)NC=1C(=NN(C1)C(C#N)(C)C)C)OCC1CCC(CC1)(C)O 2-(4-((5-chloro-4-((4-hydroxy-4-methylcyclohexyl)methoxy)pyrimidin-2-yl)amino)-3-methyl-1H-pyrazol-1-yl)-2-methylpropanenitrile